C12CNCC2C1C#N 3-azabicyclo[3.1.0]hexane-6-nitrile